2-(4-[3-[(2S)-2-([1-[(4-methoxyphenyl)methyl]-6-oxo-5-(trifluoromethyl)-1,6-dihydropyridazin-4-yl]oxy)butoxy]propanoyl]piperazin-1-yl)pyrimidine-5-carbonitrile COC1=CC=C(C=C1)CN1N=CC(=C(C1=O)C(F)(F)F)O[C@H](COCCC(=O)N1CCN(CC1)C1=NC=C(C=N1)C#N)CC